C1NCC=2C=NC=CC21 dihydro-2H-pyrrolo[3,4-c]pyridin